FC=1C(=C(C=C(C1)C1(OCCCC1)C)[C@@H](C(=O)O)N1C[C@@H](CC1)N(CCCCCC1=NC=2NCCCC2C=C1)C)OC (2S)-2-(3-fluoro-2-methoxy-5-(2-methyltetrahydro-2H-pyran-2-yl)phenyl)-2-((R)-3-(methyl(5-(5,6,7,8-tetrahydro-1,8-naphthyridin-2-yl)pentyl)amino)pyrrolidin-1-yl)acetic acid